1-[Bis(dimethylamino)methylene]1H-1,2,3-triazolo[4,5-b]pyridinium-3-oxid hexafluorophosphate F[P-](F)(F)(F)(F)F.CN(C)C(=[N+]1N=[N+](C2=NC=CC=C21)[O-])N(C)C